2-[[2-(5-fluoropyrimidin-2-yl)-2-methoxy-ethoxy]methoxy]ethyl-trimethyl-silane FC=1C=NC(=NC1)C(COCOCC[Si](C)(C)C)OC